ClC1=NC(=C(C(=N1)Cl)CCCl)C 2,4-dichloro-5-(2-chloroethyl)-6-methylpyrimidine